6-fluoro-7-((4-(6-(methylcarbamoyl)-2-(trifluoromethyl)pyridin-3-yl)piperazin-1-yl)methyl)furo[2,3-c]quinolin-4(5H)-one FC1=C(C=CC=2C3=C(C(NC12)=O)OC=C3)CN3CCN(CC3)C=3C(=NC(=CC3)C(NC)=O)C(F)(F)F